8-(1-(2,2-difluoroethyl)-1H-pyrazolo[3,4-b]pyrazin-6-yl)-2-(1-(6-(trifluoromethyl)pyridin-3-yl)ethyl)-2,8-diazaspiro[4.5]decan-3-one FC(CN1N=CC=2C1=NC(=CN2)N2CCC1(CC(N(C1)C(C)C=1C=NC(=CC1)C(F)(F)F)=O)CC2)F